1,4,7,10-tetra(carbamoylmethyl)-1,4,7,10-tetraazacyclodecane C(N)(=O)CN1CCN(CCN(CCN1CC(N)=O)CC(N)=O)CC(N)=O